C[N+](C)(C)C1C2CC3CC(CC1C3)C2 N,N,N-trimethyl-2-adamantyl-ammonium